[3-cyano-5H,6H,7H-cyclopenta[b]pyridin-7-yl]-2-methylpyridine-4-carboxamide C(#N)C=1C=C2C(=NC1)C(CC2)C=2C(=NC=CC2C(=O)N)C